C1(CC1)NC1=NC=C(C(=N1)OC1CNCC1)F 3-((2-(cyclopropylamino)-5-fluoropyrimidin-4-yl)oxy)pyrrolidin